di(2-ethylpentyl)amine C(C)C(CNCC(CCC)CC)CCC